trans-formate C(=O)[O-]